ClC1=C(C=CC(=C1)OC)C=1C=C2C(=NC1)NC=C2C(=O)C=2C(=C(C(=CC2)F)NS(=O)(=O)CCC)F N-(3-(5-(2-chloro-4-methoxyphenyl)-1H-pyrrolo[2,3-b]pyridine-3-carbonyl)-2,6-difluorophenyl)propane-1-sulfonamide